(-)-(3S,3aR,4S,9R,9aS,9bS)-9-hydroxy-3,6,9-trimethyl-2-oxo-3,3a,4,5,9a,9b-hexahydroazuleno-[4,5-b]furan-4-yl acetate C(C)(=O)O[C@H]1CC(=C2C=C[C@@]([C@@H]2[C@H]2OC([C@H]([C@@H]21)C)=O)(C)O)C